(R)-Ethyl 5-(4-bromo-3-cyanobenzoyl)-6-methyl-4,5,6,7-tetrahydro-2H-pyrazolo[4,3-c]pyridine-3-carboxylate BrC1=C(C=C(C(=O)N2CC=3C(C[C@H]2C)=NNC3C(=O)OCC)C=C1)C#N